N1=CC=NC2=CCCC(=C12)C(=O)[O-] quinoxaline-8(7H)-carboxylate